FC1=C(C(=CC(=C1)F)F)S(=O)(=O)NC=1C(=NC=C(C1)C=1C=C2C(=NC=NC2=CC1)N1CC2CCC(C1)N2C(C(=C)F)=O)OC 2,4,6-trifluoro-N-(5-(4-(8-(2-fluoroacryloyl)-3,8-diazabicyclo[3.2.1]octan-3-yl)quinazolin-6-yl)-2-methoxypyridin-3-yl)benzene-sulfonamide